ClC1=NC(=NC(=C1)C1=C(C=CC=C1C)C(C)C)NS(=O)(=O)C=1C=C(C(=O)OC)C=CC1 Methyl 3-[[4-chloro-6-(2-isopropyl-6-methyl-phenyl)pyrimidin-2-yl]sulfamoyl]benzoate